NC=1SC2=C(N1)C=C(C=C2)C2=NOC(=N2)C=2C=CC(=C(C#N)C2)NCC2CC2 5-(3-(2-aminobenzo[d]thiazol-5-yl)-1,2,4-oxadiazol-5-yl)-2-((cyclopropylmethyl)amino)benzonitrile